4-[4-[(5R)-5-(hydroxymethyl)-2-oxo-oxazolidin-3-yl]phenyl]sulfonylpiperazine-1-carboxylic acid tert-butyl ester C(C)(C)(C)OC(=O)N1CCN(CC1)S(=O)(=O)C1=CC=C(C=C1)N1C(O[C@H](C1)CO)=O